N12CCN(CC1)CC2 1,4-di-azabicyclo(2.2.2)octane